6-bromo-2-((4-(pyrrolidin-1-yl)butyl)thio)-1,4-dihydroquinazoline dihydrochloride Cl.Cl.BrC=1C=C2CN=C(NC2=CC1)SCCCCN1CCCC1